(3,3-difluoropyrrolidin-1-yl)-[rac-(5R,7R)-7-fluoro-5-phenyl-6,7-dihydro-5H-pyrrolo[1,2-b][1,2,4]triazol-2-yl]methanone FC1(CN(CC1)C(=O)C=1N=C2N(N1)[C@H](C[C@H]2F)C2=CC=CC=C2)F |r|